NC1=CC(=C(C(=N1)C1=C(C=C2C(=NC(=NC2=C1)OC1C(CCC1)N(C)C)N1C(CN(CC1)C(C=C)=O)C)Cl)C(F)(F)F)C 1-(4-(7-(6-amino-4-methyl-3-(trifluoromethyl)pyridin-2-yl)-6-chloro-2-((2-(dimethylamino)cyclopentyl)oxy)quinazolin-4-yl)-3-methylpiperazin-1-yl)prop-2-en-1-one